C1(=CC=CC=C1)P(C1=C2OC=3C(=CC=CC3C(C2=CC=C1)(C)C)P1CCC(CC1)(C1=CC=CC=C1)C1=CC=CC=C1)C1=CC=CC=C1 (5-diphenylphosphino-9,9-dimethyl-xanthen-4-yl)-diphenyl-phosphinane